7-(4-ethylpiperazin-1-yl)-2-(6-methyl-4-propylpyrazolo[1,5-a]pyrazin-2-yl)-4H-pyrido[1,2-a]pyrimidin-4-one C(C)N1CCN(CC1)C=1C=CC=2N(C(C=C(N2)C2=NN3C(C(=NC(=C3)C)CCC)=C2)=O)C1